C1(=C(C=CC=C1)C1=C(C(=NN=N1)C1=C(C=CC=C1)C1=CC=CC=2SC3=C(C21)C=CC=C3)C3=CC=CC=C3)C3=CC=CC=C3 [((biphenylyl)phenyltriazinyl)phenyl]dibenzothiophene